4-(2,7-dimethyl-[1,2,4]triazolo[1,5-a]pyridin-6-yl)piperidin CC1=NN2C(C=C(C(=C2)C2CCNCC2)C)=N1